C1(CC1)C1=NNC(=C1)NC(C(C)C=1C=NN(C1)C=1SC=C(N1)C(F)F)=O N-(3-cyclopropyl-1H-pyrazol-5-yl)-2-(1-(4-(difluoromethyl)thiazol-2-yl)-1H-pyrazol-4-yl)propanamide